5-(2,6-diazaspiro[3.3]heptane-2-yl)pyridin C1N(CC12CNC2)C=2C=CC=NC2